1-(2-(benzyloxy)-5-methylphenoxy)-N-((6-fluoropyridin-2-yl)sulfonyl)cyclopropanecarboxamide C(C1=CC=CC=C1)OC1=C(OC2(CC2)C(=O)NS(=O)(=O)C2=NC(=CC=C2)F)C=C(C=C1)C